C(C1=CC=CC=C1)OC1=C(C=CC=C1)C1=CC(=C(N=N1)N)C=1C(=NNC1)C 6-(2-(benzyloxy)phenyl)-4-(3-methyl-1H-pyrazol-4-yl)pyridazin-3-amine